C12OC=C(C(C(=CN1)C=O)C2)C=O 2-oxa-8-azabicyclo[3.3.1]nona-3,6-diene-4,6-dicarbaldehyde